C1(CC1)[C@@H]1CN(C[C@@H](O1)C=1C=NN(C1)C)C1=NC2=NC(=C(N=C2C(=N1)C1=C(C=C(C=C1)F)F)C)C (2R,6S)-2-cyclopropyl-4-[4-(2,4-difluorophenyl)-6,7-dimethyl-pteridin-2-yl]-6-(1-methylpyrazol-4-yl)morpholine